C1(CC1)C1=CC(=NN1C)NC1=NC(=NC=C1)N1C2CCC(C1)(C2)CO [2-[4-[(5-Cyclopropyl-1-methyl-pyrazol-3-yl)amino]pyrimidin-2-yl]-2-azabicyclo[2.2.1]heptan-4-yl]methanol